1-[(3R)-3-aminopyrrolidin-1-yl]Prop-2-en-1-one N[C@H]1CN(CC1)C(C=C)=O